3-oxo-pyridazine-4-carboxylate O=C1NN=CC=C1C(=O)[O-]